CC=1N=C(SC1)C(N)=N 4-methylthiazole-2-carboximidamide